C1(CCCC1)C1=NC(=CC(=N1)O)O 2-cyclopentylpyrimidine-4,6-diol